(1S,2S)-N-(5-(4-cyclopropyl-1H-pyrrolo[2,3-b]pyridin-5-yl)pyrazolo[1,5-a]pyridin-2-yl)-2-fluorocyclopropane-1-carboxamide C1(CC1)C1=C2C(=NC=C1C1=CC=3N(C=C1)N=C(C3)NC(=O)[C@H]3[C@H](C3)F)NC=C2